OC=1C=CC=2C[C@@H]3[C@@]4(CCCC[C@@]4(C2C1)CCN3)O (-)-3,14-dihydroxymorphinan